ClC1=CC=C(C=C1)NC1=CC(=NC(=N1)N1CCOCC1)CNC(=O)C1=NOC(=C1)C N-((6-((4-chlorophenyl)amino)-2-morpholinopyrimidin-4-yl)methyl)-5-methylisoxazole-3-carboxamide